tris(dimethylsilyloxy)(3-chloropropyl)silane C[SiH](O[Si](CCCCl)(O[SiH](C)C)O[SiH](C)C)C